Cl.C(C)OC([C@H](CCCl)N)=O (S)-4-chloro-2-aminobutyric acid ethyl ester hydrochloride